(3-amino-2-((2,6-dimethylpyridin-4-yl)ethynyl)-5,6,7,8-tetrahydroquinolin-7-yl)carbamate NC=1C(=NC=2CC(CCC2C1)NC([O-])=O)C#CC1=CC(=NC(=C1)C)C